BrC1=CC(=C(O1)C(=O)N[C@H](C(=O)NC=1C(N(C=CC1)CC(=O)NC1C2CC3CC(CC1C3)C2)=O)CCC(C(=O)NCC)=O)C (S)-2-(5-bromo-3-methylfuran-2-carboxamido)-N6-ethyl-N1-(1-(2-(2-adamantylamino)-2-oxoethyl)-2-oxo-1,2-dihydropyridin-3-yl)-5-oxohexanediamide